ClC=1C=CC(=C(\C=C/2\ON(OS2)CCCCCCC(=O)NO)C1)OC (Z)-7-(5-(5-chloro-2-methoxybenzylidene)-2,4-dioxathiazolidin-3-yl)-N-hydroxyheptanamide